ClCCCN1CCC2=C(CC1=O)C=C(C(=C2)OC)OC 3-(3-chloropropyl)-7,8-dimethoxy-2,3,4,5-tetrahydro-1H-3-benzoazepin-2-one